1,1-Bis(3-methyl-4-hydroxyphenyl)cyclohexane CC=1C=C(C=CC1O)C1(CCCCC1)C1=CC(=C(C=C1)O)C